(S)-2-(6-chloro-8-(trifluoromethoxy)imidazo[1,2-a]pyridin-2-yl)-N-(3-cyclopropyl-2H-pyrazol-5-yl)propanamide ClC=1C=C(C=2N(C1)C=C(N2)[C@@H](C(=O)NC=2C=C(NN2)C2CC2)C)OC(F)(F)F